(R)-1-(6-((4-(6-(6-(2-(3-fluorophenyl)pyrrolidin-1-yl)imidazo[1,2-b]pyridazin-3-yl)pyridin-2-yl)piperazin-1-yl)methyl)pyridazin-3-yl)dihydropyrimidine-2,4(1H,3H)-dione FC=1C=C(C=CC1)[C@@H]1N(CCC1)C=1C=CC=2N(N1)C(=CN2)C2=CC=CC(=N2)N2CCN(CC2)CC2=CC=C(N=N2)N2C(NC(CC2)=O)=O